OCCNC(O[C@@H]1CC[C@H](CC1)C(N(C[C@@H]1CC[C@H](CC1)C1=CC(=C(C=C1)OC)C)C1=CC(=CC=C1)C=1N=C(OC1)C1CC1)=O)=O trans-4-((3-(2-Cyclopropyloxazol-4-yl)phenyl)((trans-4-(4-methoxy-3-methylphenyl)cyclohexyl)methyl)carbamoyl)cyclohexyl (2-hydroxyethyl)carbamate